NC(CC(=O)O)C1=CC(=CC=C1)SC(F)(F)F 3-amino-3-{3-[(trifluoromethyl)sulfanyl]phenyl}propanoic acid